ClC1=C(C(=CC=C1)Cl)C=CCC1=CC=C(C=C1)C 3-(2,6-dichlorophenyl)-1-(4-methylphenyl)propane-2-en